tert-butyl (4-chlorothiazol-5-yl)carbamate ClC=1N=CSC1NC(OC(C)(C)C)=O